C=CCOC(=O)CC[C@@H](C(=O)O)NC(=O)OCC1C2=CC=CC=C2C3=CC=CC=C13 N-α-(9-fluorenylmethoxycarbonyl)-L-glutamic acid γ-allyl ester